4-[4-(3,8-diazabicyclo[3.2.1]octane-3-yl)-2-[[1-[[4-(difluoromethylene)-1-piperidinyl]methyl]cyclopropyl]methoxy]-8-fluoro-pyrido[4,3-d]pyrimidin-7-yl]-5-ethynyl-6-fluoro-naphthalene C12CN(CC(CC1)N2)C=2C1=C(N=C(N2)OCC2(CC2)CN2CCC(CC2)=C(F)F)C(=C(N=C1)C1=CC=CC2=CC=C(C(=C12)C#C)F)F